N=1N=NN2N=C(C=CC21)SC2=NN=C(S2)N 5-(tetrazolo[1,5-b]pyridazin-6-ylthio)-1,3,4-thiadiazol-2-amine